BrC1=C(C=CC(=C1)Cl)CC(=O)C 1-(2-bromo-4-chlorophenyl)acetone